OC(CCCCCCCCCCCCCCCCCCCCCCCC(=O)O)CCCC 25-Hydroxy-nonacosanoic acid